C1=CC(=CC=C1C(=O)N)O P-HYDROXYBENZAMIDE